C(C1=CC=CC=C1)OC(=O)N1CC2OC2C1 3-N-benzyloxycarbonyl-6-oxa-3-azabicyclo[3.1.0]hexane